C(C1=CC=CC=C1)OCCOCC(C)(O)C 1-(2-(benzyloxy)ethoxy)-2-methylpropan-2-ol